(1S,3S)-3-((2-methyl-6-(1-methyl-5-(((6-(pyrrolidin-1-yl)pyrimidin-4-yl)oxy)methyl)-1H-1,2,3-triazol-4-yl)pyridin-3-yl)oxy)cyclohexane-1-carboxylic acid CC1=NC(=CC=C1O[C@@H]1C[C@H](CCC1)C(=O)O)C=1N=NN(C1COC1=NC=NC(=C1)N1CCCC1)C